1-[1-(4-methoxyphenyl)cyclohexyl]piperidine COC1=CC=C(C=C1)C1(CCCCC1)N1CCCCC1